Methyl (3-(6-methylpyridin-2-yl)piperidin-3-yl)carbamate hydrochloride Cl.CC1=CC=CC(=N1)C1(CNCCC1)NC(OC)=O